O=C1NC(CCC1N1CCOC2=C1C=CC=C2[C@@H]2CN(CCC2)C(=O)OC(C)(C)C)=O tert-butyl (3R)-3-[4-(2,6-dioxo-3-piperidyl)-2,3-dihydro-1,4-benzoxazin-8-yl]piperidine-1-carboxylate